(2S,5S)-4-[1-(difluoromethyl)cyclobutane-1-carbonyl]-2,3,4,5-tetrahydro-2,5-methanopyrido[3,4-f][1,4]oxazepine-9-carbonitrile FC(C1(CCC1)C(=O)N1C[C@H]2OC3=C([C@@H]1C2)C=NC=C3C#N)F